(Z)-3-(5-((1-(2-(4-(1-(4-hydroxyphenyl)-2-phenylbut-1-en-1-yl)phenoxy)ethyl)piperidin-4-yl)amino)-1-oxoisoindolin-2-yl)piperidine-2,6-dione OC1=CC=C(C=C1)/C(=C(\CC)/C1=CC=CC=C1)/C1=CC=C(OCCN2CCC(CC2)NC=2C=C3CN(C(C3=CC2)=O)C2C(NC(CC2)=O)=O)C=C1